BrC=1C(=NC(=NC1)NC1=CC(=C(C=C1OC)N1CCC(CC1)=O)C)NC1=C(C2=C(OCCO2)C=C1)P(=O)(C)C 1-(4-((5-Bromo-4-((5-(dimethylphosphoryl)-2,3-dihydrobenzo[b][1,4]dioxin-6-yl)Amino)pyrimidin-2-yl)amino)-5-methoxy-2-methylphenyl)piperidin-4-one